Imidazo[1,2-a]Pyridine-7-carboxylic acid methyl ester COC(=O)C1=CC=2N(C=C1)C=CN2